FC1=C(CC2=C(C(=O)N)C=CC(C2)([2H])N2CCN(CC2)C(CCSSC2=NC=C(C=C2)[N+](=O)[O-])=O)C=CC(=C1)NC(=O)C1C(C1([2H])[2H])C=1C=NC=CC1 (2-Fluoro-4-(2-(pyridin-3-yl)cyclopropane-1-carboxamido-3,3-d2)benzyl)-4-(4-(3-((5-nitropyridin-2-yl)disulfanyl)propanoyl)piperazin-1-yl)benzamide-4-d